ClC=1C=C(C=CC1Cl)N(C(CN(C)CC1=NC2=CC=C(C=C2C(N1)=O)F)=O)C N-(3,4-dichlorophenyl)-2-(((6-fluoro-4-oxo-3,4-dihydroquinazolin-2-yl)methyl)(methyl)amino)-N-methylacetamide